NC1CCCC1 2-amino-cyclopentane